2,3,4,5,6-pentafluorophenyl 4-(benzyloxy)-2,3,6-trimethylbenzoate C(C1=CC=CC=C1)OC1=C(C(=C(C(=O)OC2=C(C(=C(C(=C2F)F)F)F)F)C(=C1)C)C)C